N-[3-chloro-4-[4-[(3S)-morpholine-3-carbonyl]piperazine-1-carbonyl]phenyl]-1-methyl-imidazole-2-carboxamide ClC=1C=C(C=CC1C(=O)N1CCN(CC1)C(=O)[C@H]1NCCOC1)NC(=O)C=1N(C=CN1)C